[C@@H]12N(C[C@@H](CC3=C1C=CC=C3)C2)C(=O)C23CCC(CC2)(C3)C(F)(F)F ((1S,4S)-1,3,4,5-tetrahydro-2H-1,4-methanobenzo[c]azepin-2-yl)(4-(trifluoromethyl)bicyclo[2.2.1]heptan-1-yl)methanone